4-(((2-(Cyclopropoxyphenyl)oxazol-5-yl)methyl)amino)-2-(2,6-Dioxopiperidine-3-yl)isoindoline-1,3-dione C1(CC1)OC1=C(C=CC=C1)C=1OC(=CN1)CNC1=C2C(N(C(C2=CC=C1)=O)C1C(NC(CC1)=O)=O)=O